((3,3-dimethylbutylidene)amino)acetic acid tert-butyl ester C(C)(C)(C)OC(CN=CCC(C)(C)C)=O